1-(4-(1-fluorocyclopropyl)phenyl)ethan-1-one FC1(CC1)C1=CC=C(C=C1)C(C)=O